C(=O)(OCC1C2=CC=CC=C2C2=CC=CC=C12)N[C@H](CCC(C)C)C(=O)O fmoc-D-homoleucine